trans-N-[5-[5-(4-hydroxycyclohexoxy)-2-methyl-4-pyridyl]pyrazolo[1,5-a]pyridin-2-yl]cyclopropanecarboxamide O[C@@H]1CC[C@H](CC1)OC=1C(=CC(=NC1)C)C1=CC=2N(C=C1)N=C(C2)NC(=O)C2CC2